5-methyl-2-prop-1-en-2-ylcyclohexan-1-ol CC1CCC(C(C1)O)C(=C)C